benzyl 2-(3-(1,2-dihydroxyethyl)phenyl)-7-((2-ethoxy-2-oxoethyl)sulfonyl)-2,6,6-trimethylheptanoate OC(CO)C=1C=C(C=CC1)C(C(=O)OCC1=CC=CC=C1)(CCCC(CS(=O)(=O)CC(=O)OCC)(C)C)C